octamethyl-cyclotetrasilox-ane C[Si]1(O[Si](O[Si](O[Si](O1)(C)C)(C)C)(C)C)C